ClC1=CC=C(C=C1)C=1C(=NC(=NC1)C=1C=NC=CC1)NCC (4-chlorophenyl)-N-ethyl-2-(pyridin-3-yl)pyrimidin-4-amine